N,N',N'-triallylhydrazine C(C=C)NN(CC=C)CC=C